1-Heptyl-3-propylpyridinium cyanid [C-]#N.C(CCCCCC)[N+]1=CC(=CC=C1)CCC